5-(3-(6-(((2-(1H-tetrazol-5-yl)ethyl)amino)methyl)-3,4-Dihydroquinolin-1(2H)-yl)-1,2,4-oxadiazol-5-yl)-2-isopropoxybenzonitrile N1N=NN=C1CCNCC=1C=C2CCCN(C2=CC1)C1=NOC(=N1)C=1C=CC(=C(C#N)C1)OC(C)C